9,9-diethyl-9H-fluorene C(C)C1(C2=CC=CC=C2C=2C=CC=CC12)CC